CC1=CC(C(=NN1C1=CC=CC=C1)C(=O)NC=1C(=NN(C1C)C)C)=O 6-methyl-4-oxo-1-phenyl-N-(1,3,5-trimethyl-1H-pyrazol-4-yl)-1,4-dihydropyridazine-3-carboxamide